2,5-dimethoxybenzenedicarboxaldehyde COC1(C(C=C(C=C1)OC)C=O)C=O